N-(1-(azetidin-1-ylmethyl)cyclopropyl)-2-(4-ethylphenyl)-2-methylpropanamide N1(CCC1)CC1(CC1)NC(C(C)(C)C1=CC=C(C=C1)CC)=O